CN(C1CCN(CC1)C1=C(C=C(C(=C1)OC)NC1=NC=NC(=C1)N1OCC[C@@H]1C1=CC(=CC=C1)OC)NC(C=C)=O)C N-(2-(4-(dimethylamino)piperidine-1-yl)-4-methoxy-5-((6-((R)-3-(3-methoxyphenyl)isoxazolidine-2-yl)pyrimidine-4-yl)amino)phenyl)acrylamide